F\C=C\C(F)F trans-1,3,3-trifluoropropylene